ClC1=CC2=C(C=N1)C(CN2)(C)C 6-chloro-3,3-dimethyl-1,2-dihydropyrrolo[3,2-C]pyridine